[2-[[(2R)-2-[[(2R)-2-amino-3-phenyl-propionyl] amino]-6-fluoro-hexanoyl] amino] hexanoyl] piperidine-4-carboxylate trifluoroacetate FC(C(=O)O)(F)F.N1CCC(CC1)C(=O)OC(C(CCCC)NC([C@@H](CCCCF)NC([C@@H](CC1=CC=CC=C1)N)=O)=O)=O